(R)-1,1,1-Trifluoro-6-[(1R,3aS,7aR,E)-4-{2-[4-(4-fluorophenyl)-1H-1,2,3-triazol-1-yl]ethylidene}-7a-methyloctahydro-1H-inden-1-yl]-2-(trifluoromethyl)heptan-2-ol FC(C(CCC[C@@H](C)[C@H]1CC[C@H]2/C(/CCC[C@]12C)=C/CN1N=NC(=C1)C1=CC=C(C=C1)F)(O)C(F)(F)F)(F)F